5-(3,4-Dihydro-6-methoxy-2,5,7,8-tetramethyl-2H-benzopyran-2-yl)-3-(3,4-dimethoxyphenethyl)-isoxazole COC=1C(=C(C2=C(CCC(O2)(C)C2=CC(=NO2)CCC2=CC(=C(C=C2)OC)OC)C1C)C)C